2-(2-bromo-4-fluorophenyl)propanoic acid BrC1=C(C=CC(=C1)F)C(C(=O)O)C